COCC1=CC(=NO1)C1=NNC=N1 3-(5-(methoxymethyl)isoxazol-3-yl)[1,2,4]triazol